F[C@@H]1C(NC(C[C@@H]1OC1=CC=C(N=N1)C1=NC=C(C=C1O)N1C=NC=C1)(C)C)(C)C 2-(6-{[(3R,4S)-3-fluoro-2,2,6,6-tetramethylpiperidin-4-yl]oxy}pyridazin-3-yl)-5-(1H-imidazol-1-yl)pyridin-3-ol